ClC1=CC(=C(COC2=CC=CC(=N2)C2CCN(CC2)CC2=NC3=C(N2CC2=CN=CO2)C=C(C=C3)C(=O)O)C=C1)F 2-[(4-{6-[(4-chloro-2-fluorobenzyl)oxy]pyridin-2-yl}piperidin-1-yl)methyl]-1-(1,3-oxazol-5-ylmethyl)-1H-benzimidazole-6-carboxylic acid